C(C=C)(=O)OCCCCCCCCCOC(C=C)=O 1,9-Bis(acryloyloxy)nonane